2-(thien-2-yl)ethan-1-amine S1C(=CC=C1)CCN